4-[2-Chloro-3-[(7S)-3-(3,5-difluorophenyl)-2,7-dimethyl-5,7-dihydro-4H-pyrazolo[3,4-c]pyridine-6-carbonyl]-5-fluoro-phenyl]-1H-pyridin-2-one ClC1=C(C=C(C=C1C(=O)N1[C@H](C=2C(CC1)=C(N(N2)C)C2=CC(=CC(=C2)F)F)C)F)C2=CC(NC=C2)=O